ONC(=N)C1=CC(=C(CNC2=CC=NC(=N2)C(=O)O)C(=C1)C)C 6-((4-(N-hydroxycarbamimidoyl)-2,6-dimethylbenzyl)amino)pyrimidine-2-carboxylic acid